O1C(=CC=C1)C1=NC(=NC=C1)NCC=1C(=NOC1C1=CC=C(C(=N1)C)NC(OC(C)(C)C)=O)C tert-butyl (6-(4-(((4-(furan-2-yl)pyrimidin-2-yl)amino)methyl)-3-methylisoxazol-5-yl)-2-methylpyridin-3-yl)carbamate